CC1=C(C(NC(=C1)C)=O)CC1N(C(C=2C(=C3C(=C(C2C1)C=1OC=CC1)OC(O3)C)C)=O)C3CCC(CC3)N(C)C ((4,6-dimethyl-2-oxo-1,2-dihydropyridin-3-yl)methyl)-2-trans-4-(dimethylamino)cyclohexyl-9-(furan-2-yl)-2,4-dimethyl-7,8-dihydro-[1,3]dioxolo[4,5-g]isoquinolin-5(6H)-one